(S)-1-(3-(8-amino-1-((3,5-dimethoxyphenyl)ethynyl)-5-methoxyimidazo[1,5-a]pyrazin-3-yl)pyrrolidin-1-yl)prop-2-en-1-one NC=1C=2N(C(=CN1)OC)C(=NC2C#CC2=CC(=CC(=C2)OC)OC)[C@@H]2CN(CC2)C(C=C)=O